5-methyl-1H-pyrazole-1-carboxylic acid tert-butyl ester C(C)(C)(C)OC(=O)N1N=CC=C1C